C(C)(C)NC(C(=O)C1=C2C=CC(NC2=C(C=C1)OCC1=CC=CC=C1)=O)CC 5-(2-isopropylaminobutyryl)-8-benzyloxyquinolone